(2R,4R)-N-(1-(5-(3-((5-cyano-4-(4-fluorophenyl)thiazol-2-yl)(methyl)amino)-2-ethylimidazo[1,2-a]pyridin-6-yl)pyrimidin-2-yl)piperidin-4-yl)-4-hydroxypyrrolidine-2-carboxamide formate C(=O)O.C(#N)C1=C(N=C(S1)N(C1=C(N=C2N1C=C(C=C2)C=2C=NC(=NC2)N2CCC(CC2)NC(=O)[C@@H]2NC[C@@H](C2)O)CC)C)C2=CC=C(C=C2)F